C(C)(=O)NC1(C([C@H](N(C1)CCNC(OC(C)(C)C)=O)C=O)CC=C)C(NC(C)(C)C)=O tert-butyl (2-((2S)-4-acetamido-3-allyl-4-(tert-butylcarbamoyl)-2-formylpyrrolidin-1-yl)ethyl)carbamate